FC1(CC2(C1)CC(N(CC2)CC2=C1C=CNC1=C(C=C2OC)C)C2=CC=C(C=C2)C=2C(NC=CC2)=O)F 3-(4-(2,2-difluoro-7-((5-methoxy-7-methyl-1H-indol-4-yl)methyl)-7-azaspiro[3.5]nonan-6-yl)phenyl)pyridin-2(1H)-one